[Na+].[K+].C(C)(C)(C)C(C(=O)[O-])(C(=O)[O-])C1CCCCC1 2-(tert-butyl)-2-cyclohexylmalonic acid potassium sodium salt